COC1=CC=C(C=C1)[C@@H]1CC[C@H](CC1)C(=O)NC1=CC(=C(C=C1)O)S(=O)(=O)C trans-4-(4-methoxyphenyl)-N-(4-hydroxy-3-(methylsulfonyl)phenyl)cyclohexane-1-carboxamide